(E)-2-methoxy-4-[(8-methylnon-6-enamido)methyl]phenyl L-valinate N[C@@H](C(C)C)C(=O)OC1=C(C=C(C=C1)CNC(CCCC\C=C\C(C)C)=O)OC